3-(6-chloro-3-ethylsulfanyl-2-pyridyl)-8-(2,2,3,3,3-pentafluoropropoxy)imidazo[1,5-a]pyridine ClC1=CC=C(C(=N1)C1=NC=C2N1C=CC=C2OCC(C(F)(F)F)(F)F)SCC